COC(C1CCN(CC1)C1=CC(=C(C=C1F)[C@H]1C=2C=CC(=CC2CC[C@H]1C1=CC=CC=C1)O)OC)OC (5R,6R)-5-(4-(4-(dimethoxymethyl)piperidin-1-yl)-5-fluoro-2-methoxyphenyl)-6-phenyl-5,6,7,8-tetrahydronaphthalen-2-ol